C(C)S(=O)(=O)C1=CC=C(C=C1)[C@H](CO)NC(=O)C1=CC=C(C=C1)N1[C@@H](CCC(C1)C1=CC=C(C=C1)C(F)(F)F)C(=O)N(C)C (2S)-1-(4-(((R)-1-(4-(ethylsulfonyl)phenyl)-2-hydroxyethyl)carbamoyl)phenyl)-N,N-dimethyl-5-(4-(trifluoromethyl)phenyl)piperidine-2-carboxamide